NC=1C=C(C=CC1)[Si](CC)(CC)C1=CC(=CC=C1)N bis(3-aminophenyl)diethyl-silane